2-{[(3aS,6aS)-5-{5,7-dimethylpyrazolo[1,5-a]pyrimidine-2-carbonyl}-octahydropyrrolo[3,4-b]pyrrol-1-yl]methyl}-1-methyl-1H-imidazole CC1=NC=2N(C(=C1)C)N=C(C2)C(=O)N2C[C@H]1N(CC[C@H]1C2)CC=2N(C=CN2)C